NCC1=NNC(C2=CC=C(C=C12)C1(CC1)C(=O)N([C@@H]1CCCC=2C=CC=NC12)CC1=CC=C(C=C1)S(F)(F)(F)(F)F)=O (R)-1-(4-(aminomethyl)-1-oxo-1,2-dihydrophthalazin-6-yl)-N-(4-(pentafluoro-λ6-sulfaneyl)benzyl)-N-(5,6,7,8-tetrahydroquinolin-8-yl)cyclopropane-1-carboxamide